methyl 3-(4-(2-aminoethoxy) phenyl)isonicotinate NCCOC1=CC=C(C=C1)C1=C(C(=O)OC)C=CN=C1